ethyl (S)-6-((((benzyloxy)carbonyl)amino)(4,4-difluorocyclohexyl)methyl)-3-morpholinoimidazo[1,2-b][1,2,4]triazine-2-carboxylate C(C1=CC=CC=C1)OC(=O)N[C@H](C=1N=C2N(N=C(C(=N2)N2CCOCC2)C(=O)OCC)C1)C1CCC(CC1)(F)F